7-bromo-2,2-dimethyl-2,3-dihydro-1H-pyrrolizine-5-carbonitrile BrC=1C=C(N2CC(CC12)(C)C)C#N